2-{[(αR)-6-{2,5-dioxo-4-[2-(trifluoromethoxy)-ethyl]imidazolidin-1-yl}spiro[3.3]-heptan-2-yl]oxy}-pyridine-3-carboxamide O=C1N(C(C(N1)CCOC(F)(F)F)=O)C1CC2(CC(C2)OC2=NC=CC=C2C(=O)N)C1